(R)-2-(3-chloro-6-methylbenzo[b]thiophene-2-carboxamido)-3-phenylpropanoic acid ClC=1C2=C(SC1C(=O)N[C@@H](C(=O)O)CC1=CC=CC=C1)C=C(C=C2)C